6-chloro-N-[(1E)-(dimethylamino)methylidene]-4-methylpyridine-3-carboxamide ClC1=CC(=C(C=N1)C(=O)/N=C/N(C)C)C